C(C)(C)(C)OC(NC1=CN(C2=C1C(N(C=C2)CC2CC2)=O)C)=O (5-(Cyclopropylmethyl)-1-methyl-4-oxo-4,5-dihydro-1H-pyrrolo[3,2-c]pyridin-3-yl)carbamic acid tert-butyl ester